FC(CCCOC1=CC=C(C(=O)OC2=CC=C(C=C2)\C=C\C(=O)OCCC2=C(C=C(C=C2)[N+](=O)[O-])[N+](=O)[O-])C=C1)(F)F [4-[(E)-3-[2-(2,4-dinitrophenyl)ethoxy]-3-oxo-prop-1-enyl]phenyl] 4-(4,4,4-trifluorobutoxy)benzoate